2-(1,3-benzodioxol-5-yl)-5-[(3-fluoro-4-methoxybenzyl)sulfanyl]-1,3,4-oxadiazole O1COC2=C1C=CC(=C2)C=2OC(=NN2)SCC2=CC(=C(C=C2)OC)F